C1(=CC=CC=C1)N1C(C2=CC=CC=C2C(=N1)C(=O)N1CCN(CC1)C1=NC=C(C=C1)C(F)(F)F)=O 2-phenyl-4-[[4-[5-(trifluoromethyl)-2-pyridinyl]-1-piperazinyl]carbonyl]-1(2H)-phthalazinone